N-[2,5-dichloro-4-(2-pyridylmethoxy)phenyl]-5-(4-piperidyl)-7H-pyrrolo[2,3-d]pyrimidin-4-amine ClC1=C(C=C(C(=C1)OCC1=NC=CC=C1)Cl)NC=1C2=C(N=CN1)NC=C2C2CCNCC2